6-chloro-5'-(5-chloro-2-methylpyridin-3-yl)-2'-(2-(dimethylamino)-4-methoxypyrimidin-5-yl)-3'-isopropyl-3'H-spiro[indoline-3,4'-pyrrolo[3,4-d]imidazole]-2,6'(5'H)-dione ClC1=CC=C2C(=C1)NC(C21N(C(C=2N=C(N(C21)C(C)C)C=2C(=NC(=NC2)N(C)C)OC)=O)C=2C(=NC=C(C2)Cl)C)=O